O=C1NC(CCC1N1C(C2=CC=CC(=C2C1)SCC=1N=C(SC1)CC(=O)OC12CC3CC(CC(C1)C3)C2)=O)=O adamantan-1-yl 2-(4-(((2-(2,6-dioxopiperidin-3-yl)-1-oxoisoindolin-4-yl)thio)methyl)thiazol-2-yl)acetate